C(C)(C)(C)OC(=O)N1CCC(=CCC1)B1OC(C(O1)(C)C)(C)C Tert-butyl-4-(4,4,5,5-tetramethyl-1,3,2-dioxaborolan-2-yl)-2,3,6,7-tetrahydro-1H-azepine-1-carboxylate